1-(3-(6-(5-cyclopropylpyridin-3-yl)quinazolin-8-yl)pyrrolidin-1-yl)prop-2-en-1-one 12,12-dimethyl-11,11a,12,12a-tetrahydro-3H-benzo[5,6][1,2]thiazino[2,3-a]indole-2-carboxylate CC1(C2C(SN3C1CC=1C=CC=CC31)=CCC(=C2)C(=O)O)C.C2(CC2)C=2C=C(C=NC2)C=2C=C3C=NC=NC3=C(C2)C2CN(CC2)C(C=C)=O